C(C)(C)(C)OC(NCCN1C=C(C=2N=C(N=C(C21)Cl)Cl)F)=O (2-(2,4-dichloro-7-fluoro-5H-pyrrolo[3,2-d]pyrimidine-5-yl)ethyl)carbamic acid tert-butyl ester